(6-chloro-2-(cyclopentylamino)pyridin-3-yl)methanol ClC1=CC=C(C(=N1)NC1CCCC1)CO